N1CC2(C=3C1=NC=C(C3)C=3C(=C(C=CC3)S(=O)(=O)N(C)C)F)CC2 3-(1',2'-dihydrospiro[cyclopropane-1,3'-pyrrolo[2,3-b]pyridin]-5'-yl)-2-fluoro-N,N-dimethylbenzenesulfonamide